C(C)(C)(C)OC(=O)N1CCC(CC1)(C(=O)O)CC1CC1 1-(tert-Butoxycarbonyl)-4-(cyclopropylmethyl)piperidine-4-carboxylic acid